iron sodium nickel manganese [Mn].[Ni].[Na].[Fe]